Methyl-(tris(1,1-dimethyl-2-propynyloxy))silane 3,5-Di(acetyloxy)-2-[(acetyloxy)methyl]-6-(4-cinnamoylphenoxy)tetrahydro-2H-pyran-4-yl-acetate C(C)(=O)OC1C(OC(C(C1CC(=O)O)OC(C)=O)OC1=CC=C(C=C1)C(C=CC1=CC=CC=C1)=O)COC(C)=O.C[Si](OC(C#C)(C)C)(OC(C#C)(C)C)OC(C#C)(C)C